methyl 2-methyl-4-hydroxybenzoate CC1=C(C(=O)OC)C=CC(=C1)O